C1(CCCCC1)N([C@H](CCCCN(C)C)C(=O)N1[C@@H](CN(CC1)C(=O)OC1=C(C(=C(C=C1)C)C)Cl)C(NCC=1SC=CC1)=O)C 2-chloro-3,4-dimethylphenyl (3S)-4-(N2-cyclohexyl-N2,N6,N6-trimethyl-D-lysyl)-3-[(thiophen-2-ylmethyl)carbamoyl]piperazine-1-carboxylate